acetyl-L-valine chloromethyl ester ClCOC([C@@H](NC(C)=O)C(C)C)=O